N-(3-cyano-4-methyl-1H-indol-7-yl)benzenesulfonamide C(#N)C1=CNC2=C(C=CC(=C12)C)NS(=O)(=O)C1=CC=CC=C1